N1=C(N=CC2=C1CNCC2)NC=2C=CC(=NC2)CC(=O)N [5-({5H,6H,7H,8H-pyrido[3,4-d]pyrimidin-2-yl}amino)pyridin-2-yl]acetamide